2-benzyl-3-fluoropyrrolidine-1-carboxylate C(C1=CC=CC=C1)C1N(CCC1F)C(=O)[O-]